3-((5-(3-amino-3-(pyridin-2-yl)piperidin-1-yl)-2-(3,4-difluorophenyl)pyridin-4-yl)methyl)imidazo[1,2-a]pyrazin-8-amine NC1(CN(CCC1)C=1C(=CC(=NC1)C1=CC(=C(C=C1)F)F)CC1=CN=C2N1C=CN=C2N)C2=NC=CC=C2